trans-para-menthadienol C1(=CC(=C(CC1)C(C)C)O)C